2-(5-fluoro-1-oxido-pyridin-1-ium-3-yl)oxy-2-methyl-propanenitrile FC=1C=C(C=[N+](C1)[O-])OC(C#N)(C)C